N1=CC=C(C=C1)/C(=C\C1=CC=NC=C1)/C1=C(C=CC=C1)C (E)-1,2-bis(pyridin-4-yl)vinyl-methylbenzene